1,3,5-tris(4-aminophenyl)xylenedicarboxaldehyde NC1=CC=C(C=C1)C1(C(C(C(C(=C1)C1=CC=C(C=C1)N)C=O)(C=O)C1=CC=C(C=C1)N)C)C